(-)-trans-Fluoromethyl 2-ethyl-2-{[6-{[2-(hydroxymethyl)cyclopropyl]methoxy}-5-(3-methoxyazetidin-1-yl)pyridine-2-carbonyl]amino}butanoate C(C)C(C(=O)OCF)(CC)NC(=O)C1=NC(=C(C=C1)N1CC(C1)OC)OC[C@H]1[C@@H](C1)CO